dithallium [Tl]#[Tl]